3-fluoro-N,4-dimethylaniline CC1=C(C=C(C=C1)NC)F